C(C)(C)(C)OC(CN1C([C@H](CCC2=C1C=CC=C2)NC(=O)C2(CCCC2)CP(=O)(OCC)OCC2=CC=CC=C2)=O)=O tert-butyl-((3S)-3-{[(1-{[(benzyloxy)(ethoxy)phosphoryl]methyl}cyclopentyl) carbonyl]amino}-2-oxo-2,3,4,5-tetrahydro-1H-1-benzazepin-1-yl)acetate